diisobutyloxy-o-xylene C(C(C)C)OC=1C(=C(C(=CC1)C)C)OCC(C)C